4'-Fluoro-2-(trifluoromethyl)biphenyl FC1=CC=C(C=C1)C1=C(C=CC=C1)C(F)(F)F